7-bromo-6-chloro-1-(2-chlorophenyl)quinazoline-2,4(1H,3H)-dione BrC1=C(C=C2C(NC(N(C2=C1)C1=C(C=CC=C1)Cl)=O)=O)Cl